C(=O)(C=C)OCCP(=O)=C(O)C[N+](C)(C)C acroyloxyethyl-phosphorylcholine